ClC1=CC(=C(C=C1Cl)[C@H](N[S@@](=O)C(C)(C)C)C1CC(NCC1)C)OCC=C (S)-N-[(R)-[4,5-dichloro-2-(prop-2-en-1-yloxy)phenyl][2-methylpiperidin-4-yl]methyl]-2-methylpropane-2-sulfinamide